BrC=1C=CC(=C(C1)NC(OC(C)(C)C)=O)O tert-butyl (5-bromo-2-hydroxyphenyl)carbamate